C1(=CC=CC=C1)S(=O)(=O)C=1C=C(C=C(C1)N1CCCCC1)C=1C=NC(=NC1)N 5-(3-(phenylsulfonyl)-5-(piperidin-1-yl)phenyl)pyrimidin-2-amine